C(CCCCCCC)/C(/C(=O)[O-])=C/C(=O)[O-].C(CCCCCCC)/C(/C(=O)[O-])=C/C(=O)[O-].C(CCCCCCC)[Sn+4]CCCCCCCC di-n-octyltin bis(n-octylmaleate)